C1(CC1)C(=O)N1CCCC2=CC(=CC=C12)C1(CCC1)C(=O)NC1=CC=C(C=C1)F 1-[1-(cyclopropanecarbonyl)-1,2,3,4-tetrahydroquinolin-6-yl]-N-(4-fluorophenyl)cyclobutane-1-carboxamide